2-(5-(cyclopropylmethyl)-3-(5-fluoro-3'-methoxy-[1,1'-biphenyl]-3-yl)-4-(4-sulfamoylbenzyl)-1H-pyrazol-1-yl)thiazole-4-carboxylic acid C1(CC1)CC1=C(C(=NN1C=1SC=C(N1)C(=O)O)C=1C=C(C=C(C1)F)C1=CC(=CC=C1)OC)CC1=CC=C(C=C1)S(N)(=O)=O